C(C)(C)C1=CC=C(C=N1)N1C(N(C(C1)C#N)C1=CN=CC2=CC=CC=C12)=O 1-(6-isopropylpyridin-3-yl)-3-(isoquinolin-4-yl)-2-oxoimidazoline-4-carbonitrile